1-(4-((4-(isoindolin-2-ylmethyl)-2-(methylsulfonyl)phenoxy)methyl)phenyl)ethanone C1N(CC2=CC=CC=C12)CC1=CC(=C(OCC2=CC=C(C=C2)C(C)=O)C=C1)S(=O)(=O)C